CC1=C(C=CC=C1C)C1CCN(CC1)C(CN1N=C(C2=C1C[C@@H]1[C@H]2C1)C(=O)N1C[C@@H]([C@H](CC1)O)C)=O 1-[4-(2,3-Dimethylphenyl)piperidin-1-yl]-2-{(3bR,4aR)-3-[(3S,4S)-4-hydroxy-3-methylpiperidin-1-carbonyl]-3b,4,4a,5-tetrahydro-1H-cyclopropa[3,4]cyclopenta[1,2-c]pyrazol-1-yl}ethan-1-on